2-(octyloxy)isoindoline-1,3-dione C(CCCCCCC)ON1C(C2=CC=CC=C2C1=O)=O